C(#C)[C@@]1([C@@H](O[C@@H]([C@H]1O)CO)N1C=C(C2=C1N=CN=C2N)F)O 7-(2-C-Ethynyl-β-D-ribofuranosyl)-5-fluoro-7H-pyrrolo[2,3-d]pyrimidin-4-amine